2-(propylamino)acetic acid hydrochloride Cl.C(CC)NCC(=O)O